benzyl (3s,5r)-4-(3-hydroxypropyl)-3,5-dimethylpiperazine-1-carboxylate OCCCN1[C@H](CN(C[C@H]1C)C(=O)OCC1=CC=CC=C1)C